Cl.O[C@H]1C[C@H](NC1)C(=O)OCC1=CC(=NC(=C1)Cl)Cl (2,6-Dichloropyridin-4-yl)methyl (2S,4S)-4-hydroxypyrrolidine-2-carboxylate hydrochloride